5-bromo-1-isobutylpyridin-2(1H)-one BrC=1C=CC(N(C1)CC(C)C)=O